ClC1=C(C(=C(C(=N1)N1CCC(CC1)NC(=O)C1(COC1)NC(OC(C)(C)C)=O)C#N)CC)C#N tert-Butyl (3-((1-(6-chloro-3,5-dicyano-4-ethylpyridin-2-yl)piperidin-4-yl)carbamoyl)oxetan-3-yl)carbamate